((2R,3S,5R)-5-(6-amino-2-fluoro-9H-purin-9-yl)-2-ethynyl-3-hydroxytetrahydrofuran-2-yl)methyl dodecanoate C(CCCCCCCCCCC)(=O)OC[C@]1(O[C@H](C[C@@H]1O)N1C2=NC(=NC(=C2N=C1)N)F)C#C